C(C)C(COOP(OCC(CCCC)CC)(O)=O)CCCC (2-ethylhexyloxy)(2-ethylhexyl)phosphoric acid